NC(CC=1C=CC(=C(C1)NC(=O)C=1N(C(=CC1)CCCC1=CC=CC=C1)C(C)C)C(F)(F)F)=O N-[5-(2-amino-2-oxoethyl)-2-(trifluoromethyl)phenyl]-1-isopropyl-5-(3-phenylpropyl)-1H-pyrrole-2-Carboxamide